N1N=CC=2N=CN=C(C21)O 1H-pyrazolo[4,3-d]Pyrimidin-7-ol